1-benzyl-5-bromo-3-methoxy-2H-pyrazin-2-ol C(C1=CC=CC=C1)N1C(C(=NC(=C1)Br)OC)O